triphenylsulfonium tetrakis(pentafluorobenzyl)borate FC1=C(C(=C(C(=C1C[B-](CC1=C(C(=C(C(=C1F)F)F)F)F)(CC1=C(C(=C(C(=C1F)F)F)F)F)CC1=C(C(=C(C(=C1F)F)F)F)F)F)F)F)F.C1(=CC=CC=C1)[S+](C1=CC=CC=C1)C1=CC=CC=C1